1-(2-fluoroethyl)-5-nitro-indazole FCCN1N=CC2=CC(=CC=C12)[N+](=O)[O-]